iminoazepine N=C1N=CC=CC=C1